4-[4-fluoro-4-(5-methoxy-1,3-benzoxazol-2-yl)piperidin-1-yl]-1-methyl-2-oxo-1,2-dihydroquinoline-3-carbonitrile FC1(CCN(CC1)C1=C(C(N(C2=CC=CC=C12)C)=O)C#N)C=1OC2=C(N1)C=C(C=C2)OC